5-bromo-2-(trifluoromethoxy)benzonitrile BrC=1C=CC(=C(C#N)C1)OC(F)(F)F